(2S)-2-(((4-nitrophenoxy)(phenoxy)phosphoryl)amino)butanoic acid pentan-3-yl ester CCC(CC)OC([C@H](CC)NP(=O)(OC1=CC=CC=C1)OC1=CC=C(C=C1)[N+](=O)[O-])=O